ClC1=C(C=NN1C)COC=1C=C2C=CN=C(C2=CC1)NC=1C=NC(=CC1)Cl 6-((5-chloro-1-methyl-1H-pyrazol-4-yl)methoxy)-N-(6-chloropyridin-3-yl)isoquinolin-1-amine